4-(4-(4-Acryloylpiperazin-1-yl)phenyl)-6-(3-cyanoazetidin-1-yl)pyrazolo[1,5-a]pyridine-3-carbonitrile C(C=C)(=O)N1CCN(CC1)C1=CC=C(C=C1)C=1C=2N(C=C(C1)N1CC(C1)C#N)N=CC2C#N